2-heptanyl-cyclobutanone C(CCCCCC)C1C(CC1)=O